(3R,4R)-1-[4-({8-[(2R,3S)-3-(methanesulfonyl-methyl)-2-methylazetidin-1-yl]-5-(propan-2-yl)isoquinolin-3-yl}amino)pyrimidin-2-yl]-4-methyl-piperidine-3,4-diol CS(=O)(=O)C[C@@H]1[C@H](N(C1)C=1C=CC(=C2C=C(N=CC12)NC1=NC(=NC=C1)N1C[C@H]([C@@](CC1)(O)C)O)C(C)C)C